[Al].[Al].[Al].[Al].[Ba] barium aluminide